3-(1-oxo-5-(4-(piperidin-4-ylmethyl)piperazin-1-yl)isoindolin-2-yl)piperidine O=C1N(CC2=CC(=CC=C12)N1CCN(CC1)CC1CCNCC1)C1CNCCC1